N-(3-(8-((R)-((3R,4R)-3-fluoro-1-methylpiperidin-4-yl)(methylamino)methyl)-3-(2,2,2-trifluoroethyl)imidazo[1,2-a]pyridin-2-yl)prop-2-yn-1-yl)-2-methoxy-4-(methylsulfonyl)aniline F[C@H]1CN(CC[C@@H]1[C@H](C=1C=2N(C=CC1)C(=C(N2)C#CCNC2=C(C=C(C=C2)S(=O)(=O)C)OC)CC(F)(F)F)NC)C